C(C1=CC=CC=C1)N1N=C(C(=C1C)C1=C(C(=NC=C1)N)C1=CC=C(C=C1)Cl)C 4-(1-Benzyl-3,5-dimethyl-1H-pyrazol-4-yl)-3-(p-chlorophenyl)-2-pyridylamine